BrC1=C(C(=C(C(=C1)N)N)C)C 5-bromo-3,4-dimethylbenzene-1,2-diamine